[Co].[Ba].[Nd] Neodymium Barium Cobalt